C(C)(C)(C)OC(CCOCC(COCCC(=O)[O-])(COCCC(=O)OC(C)(C)C)N)=O Tert-Butyl-3,3'-(2-Amino-2-((3-Tert-Butoxy-3-Oxopropoxy)Methyl)Propane-1,3-Diyl)Bis(Oxy)Dipropanoate